OC=1C=C2CC[C@@H]([C@@H](C2=CC1)C1=CC=C(C=C1)N1CCC(CC1)N1CCN(CC1)C1=CC=C(C=C1)C1C(NC(CC1)=O)=O)C1=CC=CC=C1 3-(4-(4-(1-(4-((1R,2S)-6-hydroxy-2-phenyl-1,2,3,4-tetrahydronaphthalen-1-yl)phenyl)piperidin-4-yl)piperazin-1-yl)phenyl)piperidine-2,6-dione